NC1=NC(=CC(=N1)O[C@@H]1CN(CC1)CC(=O)NC=1C=CC=C2C(=CNC12)C1=NC(=NC=C1C)NC1=NN(C(=C1)C)C)C(F)(F)F (S)-2-(3-((2-amino-6-(trifluoromethyl)pyrimidin-4-yl)oxy)pyrrolidin-1-yl)-N-(3-(2-((1,5-dimethyl-1H-pyrazol-3-yl)amino)-5-methylpyrimidin-4-yl)-1H-indol-7-yl)acetamide